C/C(/C(=O)N1CC(C1)C1=NC(=C2N=CN(C2=N1)C)C1=CC=C(C=C1)OC(F)(F)F)=C\C (E)-2-Methyl-1-(3-(9-methyl-6-(4-(trifluoromethoxy)phenyl)-9H-purin-2-yl)azetidin-1-yl)but-2-en-1-one